5-(benzyloxy)-N-(2-(3,4-dihydroisoquinolin-2(1H)-yl)ethyl)-6-(1,3-dioxolan-2-yl)pyridin-2-amine C(C1=CC=CC=C1)OC=1C=CC(=NC1C1OCCO1)NCCN1CC2=CC=CC=C2CC1